C(C)C(C(=O)O)=CCCC 2-ethyl-3-propylacrylic acid